COC(=O)C1=C(C2=CC=CC=C2CC1)NCC12CCC(CC1)(CC2)C2=CC=C(C=C2)Br (((4-(4-bromophenyl)bicyclo[2.2.2]oct-1-yl)methyl)amino)-3,4-dihydronaphthalene-2-carboxylic acid methyl ester